FC=1C=CC(=C(OCCOCCNC(OC(C(F)(F)F)(C)C)=O)C1)C=1N=NC(=C2C1SC=C2)C=2C=C1CCNCC1=CC2 (2,2,2-trifluoro-1,1-dimethyl-ethyl) N-[2-[2-[5-fluoro-2-[4-(1,2,3,4-tetrahydroisoquinolin-6-yl)thieno[2,3-d]pyridazin-7-yl]phenoxy]ethoxy]ethyl]carbamate